2-amino-N-(5-methyl-4-(tetrahydro-2H-pyran-4-yl)thiazol-2-yl)benzamide NC1=C(C(=O)NC=2SC(=C(N2)C2CCOCC2)C)C=CC=C1